(5RS)-5-[(3-Methoxyazetidin-1-yl)carbonyl]-2-(4-methylbenzyl)-5,6,7,8-tetrahydro[1,2,4]triazolo[4,3-a]pyridin-3(2H)-one COC1CN(C1)C(=O)[C@H]1CCCC=2N1C(N(N2)CC2=CC=C(C=C2)C)=O |r|